(R or S)-3-(2-(3-(ethoxymethyl)-3-(4-fluorophenethyl)pyrrolidin-1-yl)ethyl)pyridine C(C)OC[C@]1(CN(CC1)CCC=1C=NC=CC1)CCC1=CC=C(C=C1)F |o1:4|